CCCCCC(=O)C Methyl n-amyl ketone